NC=1C=C(C=CC1)C1=CN=C(N1)N(C(=O)OC(C)(C)C)C(=O)OC(C)(C)C 5-(3-aminophenyl)-2-(N,N-bis-tert-butoxycarbonylamino)-1H-imidazole